C(CCCCCCCCCCC)OC(C(C(=O)OCCCCCCCCCCCC)C1=CC(=C(C(=C1)OC)O)OC)=O bisdodecyl-3,5-dimethoxy-4-hydroxybenzenemalonate